SC1=C(C=CC=C1)N=C(CC(=O)OC)C methyl 3-((2-mercaptophenyl)imino)butanoate